The molecule is an acetate ester obtained by the formal condensation of phenol with acetic acid. It is a member of phenyl acetates and a member of benzenes. It derives from a phenol. CC(=O)OC1=CC=CC=C1